C(C)C=1C=NN(C1)COCC[Si](C)(C)C 4-ethyl-1-((2-(trimethylsilyl)ethoxy)methyl)-1H-pyrazole